1-(1-methyl-5-nitro-1H-indazol-3-yl)ethan-1-one CN1N=C(C2=CC(=CC=C12)[N+](=O)[O-])C(C)=O